C(C)(C)(C)OC(=O)NC1=C(C=CC=C1)NC(CCCCC(=O)OC)=O Methyl 6-((2-((tert-butoxycarbonyl)amino)phenyl)amino)-6-oxohexanoate